C(C1=CC=CC=C1)NNC(=O)C1=NOC(=C1)C 1-benzyl-2-(5-methyl-3-isoxazolylcarbonyl)hydrazine